6-(Thiophen-3-yl)pyridazin-3-amine S1C=C(C=C1)C1=CC=C(N=N1)N